(R)-5-ethyl-N-((S)-5-ethyl-4-oxo-2,3,4,5-tetrahydrobenzo[b][1,4]oxazepin-3-yl)-5,6,7,8-tetrahydro-[1,2,4]triazolo[1,5-a]pyridine-2-carboxamide C(C)[C@@H]1CCCC=2N1N=C(N2)C(=O)N[C@@H]2C(N(C1=C(OC2)C=CC=C1)CC)=O